3-(6-(benzyloxy)-7-fluoro-1-oxoisoindolin-2-yl)piperidine-2,6-dione C(C1=CC=CC=C1)OC1=CC=C2CN(C(C2=C1F)=O)C1C(NC(CC1)=O)=O